(R)-N-(1-((4-((1-(3-(difluoromethyl)-2-fluorophenyl)ethyl)amino)-2-methylpyrido[3,4-d]pyrimidin-6-yl)sulfonyl)-3-methylazetidin-3-yl)acetamide FC(C=1C(=C(C=CC1)[C@@H](C)NC=1C2=C(N=C(N1)C)C=NC(=C2)S(=O)(=O)N2CC(C2)(C)NC(C)=O)F)F